4-(3-cyclopropyl-1-((3,3-difluorocyclopentyl)methyl)-4-(2,2,2-trifluoroethoxy)-1H-pyrazole-5-carboxamido)picolinamide C1(CC1)C1=NN(C(=C1OCC(F)(F)F)C(=O)NC1=CC(=NC=C1)C(=O)N)CC1CC(CC1)(F)F